S[SiH2]CCC(CCC)OCC mercapto-3-propyl-ethoxypropyl-silane